N=1N2C(=C(C1)C1=C3C=NC(C3=C(C=C1)C1=NC3=C(N1)C=CC(=C3)N3CCN(CC3)C)=O)CCC2 4-(5,6-dihydro-4H-pyrrolo[1,2-b]pyrazol-3-yl)-7-(5-(4-methylpiperazin-1-yl)-1H-benzo[d]imidazol-2-yl)isoindol-1-one